2,5-dimethyl-2,5-bis(m-tolylperoxy)hexane tert-Butyl-(R)-5-methoxy-4-((2-(4-(methoxycarbonyl)-2-(methylsulfonamido)phenyl)piperidin-1-yl)methyl)-7-methyl-1H-indole-1-carboxylate C(C)(C)(C)OC(=O)N1C=CC2=C(C(=CC(=C12)C)OC)CN1[C@H](CCCC1)C1=C(C=C(C=C1)C(=O)OC)NS(=O)(=O)C.CC(C)(CCC(C)(OOC=1C=C(C=CC1)C)C)OOC=1C=C(C=CC1)C